5-((4-(trifluoromethyl)benzyl)oxy)-1H-indol FC(C1=CC=C(COC=2C=C3C=CNC3=CC2)C=C1)(F)F